3,3,3-trifluoropropylene FC(C=C)(F)F